S(=O)(=O)(O)/C(/C(=O)[O-])=C/C(=O)[O-] sulfomaleate